C(C)NC1CCN(CC1)C1=C2C=CC(=NC2=C(C=C1)C(=O)NC=1C=C(C=2N(C1)C=C(N2)C)F)OCCOC 5-[4-(ethylamino)piperidin-1-yl]-N-{8-fluoro-2-methylimidazo[1,2-a]pyridin-6-yl}-2-(2-methoxyethoxy)quinoline-8-carboxamide